CO[C@@H](C(=O)O[C@@H](C)[C@@H]1CN(CCO1)C(=O)OC(C)(C)C)C1=CC=CC=C1 tert-butyl (2S)-2-[(1S)-1-{[(2R)-2-methoxy-2-phenylacetyl]oxy}ethyl]morpholine-4-carboxylate